FC=1C=CC=C2C3(C(NC12)=O)CC3 7'-Fluorospiro[cyclopropane-1,3'-indolin]-2'-one